3-(4-bromo-2-chlorophenoxy)-propanoic acid BrC1=CC(=C(OCCC(=O)O)C=C1)Cl